trimethyl(3-methoxypropyl)ammonium C[N+](CCCOC)(C)C